N-(5-cyano-4-(3,4-difluorophenyl)thiazol-2-yl)-5-((2-hydroxy-3-methoxybenzyl)amino)-3-methylpyridine-2-sulfonamide C(#N)C1=C(N=C(S1)NS(=O)(=O)C1=NC=C(C=C1C)NCC1=C(C(=CC=C1)OC)O)C1=CC(=C(C=C1)F)F